4-[4-(ethoxycarbonyl)cyclohexyl]1,4-Diazepan-1-carboxylic acid ethyl ester C(C)OC(=O)N1CCN(CCC1)C1CCC(CC1)C(=O)OCC